NC1=C(C=CC(=C1)CCC1=CC=C(C=C1)C(F)(F)F)NC([C@@H]([C@H](CCCCC)F)F)=O (2S,3S)-N-(2-Amino-4-(4-(trifluoromethyl)phenethyl)phenyl)-2,3-difluorooctanamid